3-[3,5-di(tert-butyl)-4-hydroxyphenyl]propionic acid C(C)(C)(C)C=1C=C(C=C(C1O)C(C)(C)C)CCC(=O)O